(1'S,2'S)-6-(4-hydroxyphenylethyl)-5'-methyl-2'-(prop-1-en-2-yl)-1',2',3',4'-tetrahydro-[1,1'-biphenyl]-2,4-diol OC1=CC=C(C=C1)CCC=1C=C(C=C(C1[C@@H]1[C@H](CCC(=C1)C)C(=C)C)O)O